BrCCOC=1C=C2CCN(CC2=CC1)C(=O)OC(C)(C)C tert-butyl 6-(2-bromoethoxy)-1,2,3,4-tetrahydroisoquinoline-2-carboxylate